C(#N)CCN1N=NC(=C1)C1=CC(=C(C(=O)N([C@H]2CNCCC2)C2=NC=CC3=C2C(=CS3)C)C=C1)F (R)-4-(1-(2-cyanoethyl)-1H-1,2,3-triazol-4-yl)-2-fluoro-N-(3-methylthieno[3,2-c]pyridin-4-yl)-N-(piperidin-3-yl)benzamide